7-(4,4-difluoropiperidin-1-yl)-N-(3-((2,6-dioxopiperidin-3-yl)amino)phenyl)heptylamide FC1(CCN(CC1)C(CCCCCC[NH-])C1=CC(=CC=C1)NC1C(NC(CC1)=O)=O)F